COC1C(CCC1)C(=O)N1CCN(CC1)C(=O)OC(C)(C)C tert-Butyl 4-(2-methoxycyclopentane-1-carbonyl)piperazine-1-carboxylate